2-butyl-3-benzofuran C(CCC)C1=CC2=C(O1)C=CC=C2